CC(C1=CC=CC=C1)C1=C(C(C(=O)O)=C(C=C1)CC)O 3-(α-methylbenzyl)-6-ethylsalicylic acid